N1(N=CC2=CC=CC=C12)C=1C=C(C=CC1)NC(\C=C\C=1OC=CC1)=O (E)-N-(3-(1H-indazol-1-yl)phenyl)-3-(furan-2-yl)acrylamide